BrC=1C=C2C=CC=NC2=C(C1F)C(=O)O 6-Bromo-7-fluoroquinoline-8-carboxylic acid